CC1(OB(OC1(C)C)C=1CCN(CC1)C(=O)C1C2(CC1C2)C#N)C (4-(4,4,5,5-tetramethyl-1,3,2-dioxaborolan-2-yl)-1,2,3,6-tetrahydropyridine-1-carbonyl)bicyclo[1.1.1]pentane-1-carbonitrile